N1N=CC=C1NC(C1=CC=CC=C1)=O N-(1H-pyrazol-5-yl)benzamide